O1C(=NC=C1)C1=NN2C(C(=NC=C2)N)=N1 (oxazol-2-yl)-[1,2,4]triazolo[1,5-a]pyrazin-8-amine